CC=1SC(=CC1C(=O)O)C 2,5-Dimethylthiophene-3-carboxylic acid